4-((3-(2,3-difluoro-4-methoxy-phenyl)imidazo[1,2-a]pyrazin-8-yl)amino)-2-methyl-N-(2-(piperazin-1-yl)ethyl)benzamide hydrochloride Cl.FC1=C(C=CC(=C1F)OC)C1=CN=C2N1C=CN=C2NC2=CC(=C(C(=O)NCCN1CCNCC1)C=C2)C